9-(1-((6-chloro-2-morpholinylpyridin-3-yl)amino)ethyl)-4-ethyl-7-methyl-3-(pyridin-2-yl)-3,4-dihydro-5H-pyrazolo[3,4-c]isoquinolin-5-one ClC1=CC=C(C(=N1)N1CCOCC1)NC(C)C=1C=2C3=C(N(C(C2C=C(C1)C)=O)CC)N(N=C3)C3=NC=CC=C3